C(C)OC(=O)C1=NC(=NS1)CCCCl.ClCCCC1=NSC=N1 3-(3-chloropropyl)-1,2,4-thiadiazole Ethyl-3-(3-chloropropyl)-1,2,4-thiadiazole-5-carboxylate